[Be].[Sn]=O tin oxide beryllium